(2,4-di-tert-butylphenyl)-1,1-biphenyl-4,4'-diylbisphosphonit C(C)(C)(C)C1=C(C=CC(=C1)C(C)(C)C)OP([O-])C1=CC=C(C=C1)C1=CC=C(C=C1)P([O-])[O-]